ClC1=NC=C(C(=N1)OCC1=CC=C(C=C1)C=1N(C=C(N1)C(F)(F)F)C(C)C)OC 2-chloro-4-[[4-[1-isopropyl-4-(trifluoromethyl)imidazol-2-yl]phenyl]methoxy]-5-methoxy-pyrimidine